ClC1=C(OC=2C=CC(=C(C(=O)OC(C=O)C(=COCC)C)C2)[N+](=O)[O-])C=CC(=C1)C(F)(F)F ethoxy-3-methyl-1-oxobut-3-en-2-yl 5-[2-chloro-4-(trifluoromethyl)phenoxy]-2-nitrobenzoate